ClC=1C=CC(=C(C1)N1C(CC=2C3=C(C=CC12)C=CC=C3)=O)O (±)-3-(5-chloro-2-hydroxyphenyl)-1,3-dihydro-2H-benz[e]indol-2-one